antimonous diselenide [Sb-](=[Se])=[Se]